C1=CC=CC=2C=CC3=C(C4=C(O3)C(=CC=C4)C=4C=C(C=CC4)C=4C=C(C=CC4)C4=NC(=NC(=N4)C4=CC=CC=C4)C4=CC=CC=C4)C12 2-{3-[3-(benzo[b]naphtho[1,2]furan-8-yl)phenyl]phenyl}-4,6-diphenyl-1,3,5-triazine